[(8S)-4-(benzyloxy)-8-(chloromethyl)-1-methyl-7,8-dihydro-6H-thieno[3,2-e]indol-6-yl]{5-[2-(pyrrolidin-1-yl)ethoxy]-1H-indol-2-yl}methanone hydrochloride Cl.C(C1=CC=CC=C1)OC1=C2C(=C3[C@@H](CN(C3=C1)C(=O)C=1NC3=CC=C(C=C3C1)OCCN1CCCC1)CCl)C(=CS2)C